ClC=1C=C(OC2C(C(C2(C)C)NC(=O)C2=NC=C(N=C2)N2CCC(CC2)C=O)(C)C)C=CC1C#N N-[3-(3-chloro-4-cyano-phenoxy)-2,2,4,4-tetramethyl-cyclobutyl]-5-(4-formyl-1-piperidyl)pyrazine-2-carboxamide